The molecule is a glycophytoceramide having a 4-O-[3-(4-methylphenyl)propyl]-alpha-D-galactosyl residue at the O-1 position and a hexacosanoyl group attached to the nitrogen. One of a series of an extensive set of 4"-O-alkylated alpha-GalCer analogues evaluated (PMID:30556652) as invariant natural killer T-cell (iNKT) antigens. It derives from an alpha-D-galactose. CCCCCCCCCCCCCCCCCCCCCCCCCC(=O)N[C@@H](CO[C@@H]1[C@@H]([C@H]([C@H]([C@H](O1)CO)OCCCC2=CC=C(C=C2)C)O)O)[C@@H]([C@@H](CCCCCCCCCCCCCC)O)O